F[C@@H]1[C@@H]([C@@H](N(C1)C(=O)C1OCC1)CC=1C(=C(C=CC1)C1=CC=CC=C1)F)NS(=O)(=O)C N-[(2S,3R,4S)-4-fluoro-2-[(2-fluoro[1,1'-biphenyl]-3-yl)methyl]-1-(oxetane-2-carbonyl)pyrrolidin-3-yl]methanesulfonamide